BrC1=CC=C(C(=N1)CN(C)C)OC1CC(C1)OC (6-bromo-3-((1r,3r)-3-methoxycyclobutoxy)pyridin-2-yl)-N,N-dimethylmethylamine